C(CCCCCC=C)[Si](C=C)(C)C 7-octenyldimethyl(vinyl)silane